2-amino-3-methyl-N-[(2-methylpyrazol-3-yl)methyl]-N-(1H-pyrrolo[2,3-b]pyridin-4-ylmethyl)quinoline-6-carboxamide NC1=NC2=CC=C(C=C2C=C1C)C(=O)N(CC1=C2C(=NC=C1)NC=C2)CC=2N(N=CC2)C